N,N,N',N'-tetrakis(3-trimethoxysilylpropyl)-1,3-diaminopropane CO[Si](CCCN(CCCN(CCC[Si](OC)(OC)OC)CCC[Si](OC)(OC)OC)CCC[Si](OC)(OC)OC)(OC)OC